O=C1NC(CCC1N1C(C2=CC=CC=C2C(C1=O)OCCOC(C(=O)O)C)=O)=O 2-(2-((2-(2,6-dioxopiperidin-3-yl)-1,3-dioxoisoquinolin-4-yl)oxy)ethoxy)propionic acid